ClC1=C(C=C(S1)N)C=1C=C(C=C2C=CC(OC12)(C)C)F 5-chloro-4-(6-fluoro-2,2-dimethyl-2H-chromen-8-yl)thiophen-2-amine